(E)-3-(4-Fluorophenyl)-1-[2-hydroxy-6-(3-methylbut-2-enoxy)-4-(2-methylprop-1-enoxy)phenyl]prop-2-en-1-one FC1=CC=C(C=C1)/C=C/C(=O)C1=C(C=C(C=C1OCC=C(C)C)OC=C(C)C)O